(1-cyano-1-methyl-ethyl)-5-(trifluoromethyl)benzamide C(#N)C(C)(C)C1=C(C(=O)N)C=C(C=C1)C(F)(F)F